BrC=1C=CC(=NC1)OCCOCCOCCOCCOCCOCC1=CC=CC=C1 5-bromo-2-((1-phenyl-2,5,8,11,14-pentaoxahexadecan-16-yl)oxy)pyridine